1-benzoyl-2-nonanone C(C1=CC=CC=C1)(=O)CC(CCCCCCC)=O